C1(=CC=CC=C1)OC(=O)N1CC2=CC(=C(C=C2CC1)N1C=C(C2=CC=CC=C12)C(N(C)CCCC)=O)C(=O)N1CC2=CC=CC=C2C[C@H]1CN1CCOCC1 6-{3-[butyl-(methyl)carbamoyl]-1H-indol-1-yl}-7-{[(3S)-3-(morpholin-4-ylmethyl)-3,4-dihydroisoquinolin-2(1H)-yl]carbonyl}-3,4-dihydroisoquinoline-2(1H)-carboxylic acid phenyl ester